1-octylnonyl 8-{(2-hydroxyethyl)[7-(9-methyldecyloxycarbonyl)heptyl]amino}octanoate OCCN(CCCCCCCC(=O)OC(CCCCCCCC)CCCCCCCC)CCCCCCCC(=O)OCCCCCCCCC(C)C